2-morpholinyl-5-(p-methoxybenzoyl)benzoic acid N1(CCOCC1)C1=C(C(=O)O)C=C(C=C1)C(C1=CC=C(C=C1)OC)=O